2-methyl-3-(((2-(trifluoromethyl)pyridin-3-yl)oxy)methyl)piperidine-1-carboxylic acid tert-butyl ester C(C)(C)(C)OC(=O)N1C(C(CCC1)COC=1C(=NC=CC1)C(F)(F)F)C